FC(C(C(=O)O)O)(F)F 3,3,3-trifluoro-2-hydroxypropionic acid